FC1=CC=C2C(=CN(C2=C1)C)C[C@H]1CNCCC1 6-fluoro-1-methyl-3-[(3S)-piperidin-3-ylmethyl]indole